[O-]CC.[O-]CC.[O-]CC.C(CCCCCCCCCCCC)O tridecanol triethoxide